N-(7-formyl-9H-pyrido[3,4-b]indol-3-yl)cyclopropanecarboxamide C(=O)C1=CC=C2C3=C(NC2=C1)C=NC(=C3)NC(=O)C3CC3